3-((13S,15R)-13-methyl-17-oxo-7,8,9,11,12,13,14,15,16,17-decahydro-6H-cyclopenta[a]phenanthren-15-yl)-N-(pyridazin-3-yl)propanamide C[C@@]12C(C[C@H](C1C1CCC=3C=CC=CC3C1CC2)CCC(=O)NC=2N=NC=CC2)=O